10-chloro-6-dimethylamino-12H-thiochromeno[2,3-c]quinolin-12-one ClC1=CC=2C(C3=C(C(=NC4=CC=CC=C34)N(C)C)SC2C=C1)=O